C(=O)O.N1(CCCC1)C(=O)N.N1(CCCC1)C(=O)N pyrrolidine-1-carboxamide hemiformate